(2R,3S,4R,5R)-2-((R)-(4-chlorophenyl)(hydroxy)methyl)-5-(4-(2-methylhydrazineylidene)-1,4-dihydro-7H-pyrrolo[2,3-d]pyrimidin-7-yl)tetrahydrofuran-3,4-diol ClC1=CC=C(C=C1)[C@H]([C@H]1O[C@H]([C@@H]([C@@H]1O)O)N1C=CC2=C1NC=NC2=NNC)O